C(C)N1C(=NC2=NC(=C(C=C21)C(=O)O)OC)C(C2=CC=CC=C2)(C2=CC=CC=C2)O 1-ethyl-2-(hydroxy-diphenyl-methyl)-5-methoxy-1H-imidazo[4,5-b]Pyridine-6-carboxylic acid